2-hydroxy-6-isopropyl-3-methylbenzoic acid OC1=C(C(=O)O)C(=CC=C1C)C(C)C